[Co]=O.[Mn].[Ni].[Ni].[Li] lithium nickel-nickel-manganese-cobalt oxide